ClC1=CC(=NC=N1)NC(=O)[C@@H]1[C@H](C1)C1=CC(=CC=C1)OC |r| rac-(1S*,2S*)-N-(6-chloropyrimidin-4-yl)-2-(3-methoxyphenyl)cyclopropane-1-carboxamide